C1(CC1)C=1N=CN(C1)C1=C2C=C(N(C2=CC=C1)C)C(=O)O 4-(4-cyclopropyl-1H-imidazol-1-yl)-1-methyl-1H-indole-2-carboxylic acid